Cl.N[C@H]1[C@H](COC1)O (3R,4R)-4-aminotetrahydrofuran-3-ol hydrochloride